C(C(O)C)(=O)OCCCCCCCCCCCCCCCC Cetyl alcohol lactate